lead niobium magnesium [Mg].[Nb].[Pb]